dibutylphosphorus C(CCC)[P]CCCC